5-(N-(But-3-en-1-yl)-2,2,2-trifluoroacetamido)pent-1-en-3-yl-2,2,2-trifluoroacetate C(CC=C)N(C(C(F)(F)F)=O)CCC(C=C)OC(C(F)(F)F)=O